C1(CC1)C(C(F)(F)F)NC(=O)C=1N=CN2C1N=C(C=C2C)C(=O)NC2=CC=CC=C2 N8-(1-Cyclopropyl-2,2,2-trifluoroethyl)-4-methyl-N2-phenylimidazo[1,5-a]pyrimidine-2,8-dicarboxamide